2-(3-(Ethylsulfonyl)-4-((1-(methylsulfonyl)piperidin-4-yl)methoxy)benzyl)-5-(trifluoromethyl)isoindoline C(C)S(=O)(=O)C=1C=C(CN2CC3=CC=C(C=C3C2)C(F)(F)F)C=CC1OCC1CCN(CC1)S(=O)(=O)C